C1(CCC1)OC1=CC=C2C(NN=C(C2=C1)CC=1C=CC(=C(C(=O)NC2CN(C2)C(=O)C2CC2)C1)F)=O 5-((7-cyclobutoxy-4-oxo-3,4-dihydrophthalazin-1-yl)methyl)-N-(1-(cyclopropanecarbonyl)azetidin-3-yl)-2-fluorobenzamide